1-ethyl-3-methylimidazolium ethyl-phosphonate C(C)P([O-])([O-])=O.C(C)N1C=[N+](C=C1)C.C(C)N1C=[N+](C=C1)C